(3S,4r)-(4-fluoro-3-(6-oxo-1,6-dihydropyridin-3-yl)piperidin-1-yl)propionamide F[C@H]1[C@H](CN(CC1)C(C(=O)N)C)C1=CNC(C=C1)=O